tert-butyl (4-(((1-(4-(2,6-dioxopiperidin-3-yl)phenyl)piperidin-4-yl)methyl)amino)cyclohexyl)carbamate O=C1NC(CCC1C1=CC=C(C=C1)N1CCC(CC1)CNC1CCC(CC1)NC(OC(C)(C)C)=O)=O